CS(=O)(=O)OC1(CC=C(C=C1)C(C#N)=N)OC 4-methylsulfonyloxy-imino-α-(4-methoxyphenyl)acetonitrile